5-fluoro-3-oxoisoindoline-1-carboxylate FC=1C=C2C(NC(C2=CC1)C(=O)[O-])=O